O[C@H](CN1N=C(C(=C1)C1=CC=2N(C=C1)N=CC2C(=O)OC)C)C methyl (S)-5-(1-(2-hydroxypropyl)-3-methyl-1H-pyrazol-4-yl)pyrazolo[1,5-a]pyridine-3-carboxylate